P(O)(O)O.P(O)(O)O.P(O)(O)O.C(CCCCCCCCCCCC)C(C(C(C(C1=C(C=C(C(=C1)C(C)(C)C)O)C)(C1=C(C=C(C(=C1)C(C)(C)C)O)C)CCCCCCCCCCCCC)(CCCCCCCCCCCCC)CCCCCCCCCCCCC)(C1=C(C=C(C(=C1)C(C)(C)C)O)C)CCCCCCCCCCCCC)CCCCCCCCCCCCC hexa(tridecyl)-1,1,3-tris-(2-methyl-5-t-butyl-4-hydroxyphenyl)butane triphosphite